CSC1=CC=C(C=C1)C(C(CC)=NO)=O 1-(4-methylthiophenyl)butane-1,2-dione-2-oxime